ClC1=NC=C(C(=C1F)I)OC 2-chloro-3-fluoro-4-iodo-5-methoxypyridine